CCCCCOC(=O)CC n-pentyl propionate